1-(2-Azidopropan-2-yl)naphthalene N(=[N+]=[N-])C(C)(C)C1=CC=CC2=CC=CC=C12